C1(CC1)NC(C([C@H](CCC(C)(F)F)NC(=O)C1N(CC2(CCC2)C1)C([C@H](C(C)(C)C)NC(OC)=O)=O)=O)=O Methyl ((2S)-1-(7-(((S)-1-(cyclopropylamino)-6,6-difluoro-1,2-dioxoheptan-3-yl)carbamoyl)-6-azaspiro[3.4]octan-6-yl)-3,3-dimethyl-1-oxobutan-2-yl)carbamate